(4S,5S)-1-(5,6-difluoroindol-1-yl)-5-fluoro-3-(methylsulfonyl)-5,6-dihydro-4H-cyclopenta[c]thiophen-4-ol FC=1C=C2C=CN(C2=CC1F)C=1SC(=C2C1C[C@@H]([C@H]2O)F)S(=O)(=O)C